5-piperazinyl-1,6-naphthyridine N1(CCNCC1)C1=C2C=CC=NC2=CC=N1